Methyl (E)-2-(4-(3-oxo-3-(thiazol-2-yl)prop-1-en-1-yl) phenoxy)acetate O=C(/C=C/C1=CC=C(OCC(=O)OC)C=C1)C=1SC=CN1